(4R)-N-(2'-chloro-2-fluoro-[1,1'-biphenyl]-3-yl)-4-fluoro-1-(2-(3-methoxy-5-(2-methylpyrimidin-5-yl)phenyl)acetyl)pyrrolidine-2-carboxamide ClC1=C(C=CC=C1)C1=C(C(=CC=C1)NC(=O)C1N(C[C@@H](C1)F)C(CC1=CC(=CC(=C1)C=1C=NC(=NC1)C)OC)=O)F